Br.Br.BrC1=CC=NC=2CCNCC12 4-bromo-5,6,7,8-tetrahydro-1,6-naphthyridine dihydrobromide